C(C)(=O)N([C@H](COC=1C=C(C(=NC1)Cl)C(=O)NC1CC1)C)S(=O)(=O)C(F)(F)F 5-[(2S)-2-[acetyl(trifluoromethylsulfonyl)amino]propoxy]-2-chloro-N-cyclopropyl-pyridine-3-carboxamide